6-[5-[2-[[4-fluoro-1-(1H-pyrazol-5-yl)-6,7-dihydro-5H-cyclopenta[c]pyridin-6-yl]methylamino]ethyl]-2-oxo-1,3-oxazolidin-3-yl]-4H-pyrazino[2,3-b][1,4]oxazin-3-one FC=1C2=C(C(=NC1)C1=CC=NN1)CC(C2)CNCCC2CN(C(O2)=O)C2=NC1=C(OCC(N1)=O)N=C2